BrC=1C(=NC(=NC1)Cl)C=1OC=CC1 5-bromo-2-chloro-4-(furan-2-yl)pyrimidine